(Z)-13-octadecenol C(CCCCCCCCCCC\C=C/CCCC)O